CC(CCCC(=O)OC1=C(C=C(C=C1)Cl)C1SCCCS1)C 4-chloro-2-(1,3-dithian-2-yl)phenyl 5-methylhexanoate